diethyl ((1-(2-chloro-8-hydroxy-5-(4-methoxybenzyl)-5H-pyrimido[5,4-b]indol-4-yl)piperidin-4-yl)methyl)phosphonate ClC=1N=C(C=2N(C=3C=CC(=CC3C2N1)O)CC1=CC=C(C=C1)OC)N1CCC(CC1)CP(OCC)(OCC)=O